[N-]=[N+]=[N-].C1(C(C=CC=C1)=O)=O 1,2-benzoquinone azide